C(C)C12CC3CC(CC(C1)C3)C2 3-ethyl-adamantane